1-methyl-5,6-dihydro-4H-pyrrolo[4,3-c]pyrazole hydrochloride Cl.CN1N=CC2=C1CNC2